FC(S(=O)(=O)C1=NC=CC=C1)F difluoro(2-pyridinesulfonyl)methane